3-chloro-N-[(1S)-1-[2-(1-ethyl-6-oxo-pyridazin-3-yl)-1,2,4-triazol-3-yl]ethyl]-5-(trifluoromethyl-sulfonyl)benzamide ClC=1C=C(C(=O)N[C@@H](C)C=2N(N=CN2)C2=NN(C(C=C2)=O)CC)C=C(C1)S(=O)(=O)C(F)(F)F